CC1=C(C=CC=C1COC1=CC(=C(C=C1Cl)CN(C)CC1=CN=CS1)OC)C1=C(C(=CC=C1)COC1=CC(=C(C=C1Cl)CN(CC1=CN=CS1)C)OC)C 1,1'-((((2,2'-dimethyl-[1,1'-biphenyl]-3,3'-diyl)bis(methylene))bis(oxy))bis(5-chloro-2-methoxy-4,1-phenylene))bis(N-methyl-N-(thiazol-5-ylmethyl)methanamine)